platinum-rhodium oxide [Rh]=O.[Pt]